(aminomethyl)-N-methyl-N-(3-((4-methylpiperazin-1-yl)methyl)phenyl)pyridin-2-amine NCC=1C(=NC=CC1)N(C1=CC(=CC=C1)CN1CCN(CC1)C)C